3-Nitro-4-(3,3,3-trifluoropropylamino)benzenesulfonamide [N+](=O)([O-])C=1C=C(C=CC1NCCC(F)(F)F)S(=O)(=O)N